C1(=CC=CC=C1)C1=NC=2N(C(=C1)C1=CC=CC=C1)N=C(C2)C(=O)OCC Ethyl 5,7-diphenylpyrazolo[1,5-a]pyrimidine-2-carboxylate